cis-N-(3-((1S,2S)-2-cyanocyclobutyl)-4-(trifluoromethyl)phenyl)-3-(trifluoromethyl)-6-azabicyclo[3.1.1]heptane-6-carboxamide C(#N)[C@@H]1[C@H](CC1)C=1C=C(C=CC1C(F)(F)F)NC(=O)N1C2CC(CC1C2)C(F)(F)F